C(=O)C1=C(C=C(C=C1C)C1=CC(=CC=C1)C=1N=C(SC1)NC(=O)[C@H]1N(CC1)C(=O)C1=CN(C=C1)S(=O)(=O)C)C (S)-N-(4-(4'-formyl-3',5'-dimethyl-[1,1'-biphenyl]-3-yl)thiazol-2-yl)-1-(1-(methylsulfonyl)-1H-pyrrole-3-carbonyl)azetidine-2-carboxamide